4-amino-2,6-dichloropyrimidine-5-carboxamide NC1=NC(=NC(=C1C(=O)N)Cl)Cl